C12(CCC(CC1)CC2)COC2=CC=C(C=C2)C(C(C)(C)OC)NC([C@@H](CO)C2=CC=CC=C2)=O (2R)-N-(1-(4-(bicyclo[2.2.2]octan-1-ylmethoxy)phenyl)-2-methoxy-2-methylpropyl)-3-hydroxy-2-phenylpropanamide